8-bromo-6-phenyl-naphtho[2,1-b]benzofuran BrC1=CC=CC=2C3=C(OC21)C(=CC=2C=CC=CC23)C2=CC=CC=C2